C1(CCC1)C1=NC(=C(C(=O)N)C=C1)N1CCC(CCC1)(F)F 6-cyclobutyl-2-(4,4-difluoroazepan-1-yl)nicotinamide